(2R,3S)-methyl-3-(2-chlorophenyl)-2,3-dihydroxypropionate COC([C@@H]([C@@H](O)C1=C(C=CC=C1)Cl)O)=O